C(C)OCC1=CC(=CC(=C1O)[N+](=O)[O-])[N+](=O)[O-] alpha-ethoxy-4,6-dinitro-o-cresol